F[C@H]1CN(CC[C@H]1NC1=C2C=C(N(C2=CC=C1)CC(F)(F)F)C#CCNC1=C(C=C(C(=O)OC)C=C1)OC)C methyl 4-{[3-(4-{[(3S,4R)-3-fluoro-1-methylpiperidin-4-yl]amino}-1-(2,2,2-trifluoroethyl)-1H-indol-2-yl)prop-2-yn-1-yl]amino}-3-methoxybenzoate